3-[2-(4-fluorophenyl)-1H-indol-3-yl]-N-[(3S,4R)-4-hydroxy-2-oxo-pyrrolidin-3-yl]propionamide FC1=CC=C(C=C1)C=1NC2=CC=CC=C2C1CCC(=O)N[C@@H]1C(NC[C@H]1O)=O